N-[4-Fluoro-2-methyl-5-[1-(oxan-4-yl)pyrazol-4-yl]phenyl]pyrazolo[1,5-a]pyridine-3-carboxamide FC1=CC(=C(C=C1C=1C=NN(C1)C1CCOCC1)NC(=O)C=1C=NN2C1C=CC=C2)C